FC(C=1C=CC2=C(NC(=N2)C=2C=C(C=CC2)NC2=CC=C(N=N2)C2CCN(CC2)C(=O)OC(C)(C)C)C1)(F)F tert-butyl 4-(6-((3-(6-(trifluoromethyl)-1H-benzo[d]imidazol-2-yl)phenyl)amino)pyridazine-3-yl)piperidine-1-carboxylate